1-(3,4,5-trimethoxyphenyl)ethane COC=1C=C(C=C(C1OC)OC)CC